C1(=CC=CC=C1)C1=CN=C2N1CCCC1=C2C=NC=C1 3-phenyl-6,7-dihydro-5H-imidazo[1,2-a]pyrido[3,4-c]azepine